FC1=C(CNC(=O)C=2C(C(=C3N(C[C@H]4O[C@@H]5[C@@H](C[C@H](N4C3=O)C5)C)C2)O)=O)C=CC(=C1)F (2S,3R,5S,13aR)-N-(2,4-difluorobenzyl)-8-hydroxy-3-methyl-7,9-dioxo-2,3,4,5,7,9,13,13a-octahydro-2,5-methanopyrido[1',2':4,5]pyrazino[2,1-b][1,3]oxazepine-10-carboxamide